CC(CO)CC(CC(CC(C)C)C)C 2,4,6,8-tetramethyl-nonanol